C(C)(C)(C)OC(NC1=CC(=C(C(=C1)CO)F)Br)=O (3-bromo-4-fluoro-5-(hydroxymethyl)phenyl)carbamic acid tert-butyl ester